NC1=C(C2=C(N=CN(C2=O)C)N1C1=C(C(=CC=C1C)O)C)C#N 6-amino-7-(3-hydroxy-2,6-dimethylphenyl)-3-methyl-4-oxo-4,7-dihydro-3H-pyrrolo[2,3-d]pyrimidine-5-carbonitrile